(3aR,5s,6aS)-5-(4-methylpiperidin-1-yl)octahydrocyclopenta[c]pyrrole CC1CCN(CC1)C1C[C@@H]2[C@@H](CNC2)C1